ClCC1OCCO1 2-Chloromethyl-1,3-dioxolane